trimethylolpropane trifluoroacrylate FC(=C(C(=O)O)F)F.C(O)C(CC)(CO)CO